OCCCS(=O)(=O)O.C(CC)N(CCC)CCC tripropylamine 3-hydroxypropanesulfonate salt